Phosphotyrosine P(=O)(O)(O)OC1=CC=C(C[C@H](N)C(=O)O)C=C1